S=NC(=O)N sulfenyl-urea